FC1=CC(=C(C(=C1)C(C)C)NC(=O)N=[S@@](=O)(N)C1=CC=C(C=C1)C(C)(C)O)C(C)C (S)-N'-(4-fluoro-2,6-diisopropylphenyl-carbamoyl)-4-(2-hydroxypropan-2-yl)benzenesulfonimidamide